ClC1=C(C=CC=C1)N=C(SC)C1=NC=C(C=C1)OCC methyl N-(2-chlorophenyl)-5-ethoxypyridine-2-carboimidothioate